3-methyl-3-[methyl(oxetan-3-yl)amino]-2-methylidenebutanoic acid CC(C(C(=O)O)=C)(C)N(C1COC1)C